[Na+].C([O-])([O-])=O.[Na+] Carbonic acid, sodium salt